ClC=1N=C(C2=C(N1)NC=C2)OCC 2-chloro-4-ethoxy-7H-pyrrolo[2,3-d]pyrimidine